3-(2,5-dimethoxy-4-(ethylsulfanyl)phenyl)pyridine COC1=C(C=C(C(=C1)SCC)OC)C=1C=NC=CC1